tert-Butyl-(5S)-2-(3-chloro-4-fluorobenzyl)-3-oxo-2,3,5,6,7,8-hexahydro[1,2,4]triazolo[4,3-a]pyridine-5-carboxylate C(C)(C)(C)OC(=O)[C@@H]1CCCC=2N1C(N(N2)CC2=CC(=C(C=C2)F)Cl)=O